C(C(C)C)N[C@@H]1[C@@H](CCCC1)NC=1C=C2CN(C(C2=CC1)=O)C1C(NC(CC1)=O)=O 3-(5-(((1R,2S)-2-(isobutylamino)cyclohexyl)amino)-1-oxoisoindolin-2-yl)piperidine-2,6-dione